Racemic-3-(isoquinolin-4-yl)-2-oxo-1-(3-(trifluoromethoxy)phenyl)imidazoline-4-carbonitrile C1=NC=C(C2=CC=CC=C12)N1C(N(C[C@@H]1C#N)C1=CC(=CC=C1)OC(F)(F)F)=O |r|